1-(4-(4-AMINO-7-CYCLOPROPYL-7H-PYRROLO[2,3-D]PYRIMIDIN-5-YL)BENZOFURAN-7-YL)-3-(4-((4-METHYLPIPERAZIN-1-YL)METHYL)-3-(TRIFLUOROMETHYL)PHENYL)UREA NC=1C2=C(N=CN1)N(C=C2C2=CC=C(C1=C2C=CO1)NC(=O)NC1=CC(=C(C=C1)CN1CCN(CC1)C)C(F)(F)F)C1CC1